FC(C(=O)OCCC1=C(C=CC=C1Br)OC1=CC(=CC(=C1)[N+](=O)[O-])F)F [6-bromo-2-(3-fluoro-5-nitrophenoxy)phenyl]ethyl difluoroacetate